O1COC2=C1C=CC(=C2)C=2C(=NC(=CN2)CCCC(F)(F)F)N2CCC(CC2)C(=O)OCC ethyl 1-(3-(benzo[d][1,3]dioxol-5-yl)-6-(4,4,4-trifluorobutyl)pyrazin-2-yl)piperidine-4-carboxylate